[Na].NC(COC1=CC=C(C=C1)C1=CC=C(C=C1)/C=C/[C@@H](CO)N1C(=NC=C1)[C@H](C)O)COC (2S,E)-4-(4'-(2-amino-3-methoxypropoxy)-[1,1'-biphenyl]-4-yl)-2-(2-((S)-1-hydroxyethyl)-1H-imidazol-1-yl)but-3-en-1-ol sodium